BrCCCCCCS(=O)(=O)[O-].[Na+] sodium 6-bromohexyl-sulfonate